24-methylcholest-7-en-3β-ol CC(C(C)C)CC[C@@H](C)[C@H]1CC[C@H]2C3=CCC4C[C@H](CC[C@]4(C)[C@H]3CC[C@]12C)O